N-(5-bromopyrimidin-2-yl)hexanamide BrC=1C=NC(=NC1)NC(CCCCC)=O